(S)-2-methylbutyl 4'-hydroxy-[1,1'-biphenyl]-4-carboxylate OC1=CC=C(C=C1)C1=CC=C(C=C1)C(=O)OC[C@H](CC)C